BrC1=C2C(=C3C=CC(=NC3=C1Cl)N1C[C@H](CC1)N(C)C)COC2 (S)-1-(4-Bromo-5-chloro-1,3-dihydrofuro[3,4-f]quinolin-7-yl)-N,N-dimethylpyrrolidin-3-amine